C(CCCC)OC(CP(=O)CCOCCCCC)=O 2-(pentyloxyethylphosphinyl)-acetic acid pentyl ester